FC1=CC=C(C=C1)C(CN1C=NC=C1)=O 1-(4-fluorophenyl)-2-(1H-imidazol-1-yl)ethan-1-one